tert-butyl (3aR,6aS)-5-oxo-hexahydrocyclopenta[c]pyrrole-2(1H)-carboxylate O=C1C[C@@H]2[C@@H](CN(C2)C(=O)OC(C)(C)C)C1